FC(C1=C2C(=NN1)CCC2O)(F)F 3-(trifluoromethyl)-4,6-dihydrocyclopenta[c]pyrazol-4-ol